(R)-1-(3-(8-chloroimidazo[1,2-a]pyrazin-6-yl)phenyl)-N-ethylethan-1-amine ClC=1C=2N(C=C(N1)C=1C=C(C=CC1)[C@@H](C)NCC)C=CN2